(1-(2,5-dichloropyrimidin-4-yl)-4-methylpiperidin-4-yl)carbamate ClC1=NC=C(C(=N1)N1CCC(CC1)(C)NC([O-])=O)Cl